4-phenyl-1-(pyridin-4-ylmethyl)pyrrolidin-2-one C1(=CC=CC=C1)C1CC(N(C1)CC1=CC=NC=C1)=O